ClC1=CC=CC(=N1)CCC=O 3-(6-chloro-2-pyridyl)propionaldehyde